COC1=C(CNC(C(=O)NCCC2=NC=CC=C2)=O)C=CC=C1OC N1-(2,3-Dimethoxybenzyl)-N2-(2-(pyridin-2-yl)ethyl)oxalamide